FC1=C(C(=C(C(=C1F)F)F)F)[B-](C1=C(C(=C(C(=C1F)F)F)F)F)(C1=C(C(=C(C(=C1F)F)F)F)F)C1=C(C(=C(C(=C1F)F)F)F)F.C(CCCCCCCCCCC)[NH2+]C1=C(C=CC=C1)C N-dodecyl-tolylammonium [tetrakis(perfluorophenyl)borate]